N-(4-(2-(2-aminopyridin-3-yl)-5-(3-morpholinophenyl)-3H-imidazo[4,5-b]pyridin-3-yl)benzyl)-3-fluoro-5-formyl-4-hydroxybenzamide NC1=NC=CC=C1C1=NC=2C(=NC(=CC2)C2=CC(=CC=C2)N2CCOCC2)N1C1=CC=C(CNC(C2=CC(=C(C(=C2)C=O)O)F)=O)C=C1